OC1(CCN(CC1)C1=CC=C(C=C1)NC1=CC=C(CC2N(CCC2C(=O)N)C)C=C1)C(F)(F)F (4-((4-(4-hydroxy-4-(trifluoromethyl)piperidin-1-yl)phenyl)amino)benzyl)-1-methylpyrrolidine-3-carboxamide